(S)-(4-(7-(difluoromethyl)pyrazolo[1,5-a]pyridin-2-yl)-6,7-dihydro-1H-imidazo[4,5-c]pyridin-5(4H)-yl)(5-(1,4-dimethyl-1H-pyrazol-5-yl)-1,3,4-oxadiazol-2-yl)methanone FC(C1=CC=CC=2N1N=C(C2)[C@H]2N(CCC1=C2N=CN1)C(=O)C=1OC(=NN1)C1=C(C=NN1C)C)F